(E)-2-cyano-3-(4-(naphthalen-1-yl)thiophen-2-yl)-N-(2-(pyridin-4-yl)ethyl)acrylamide C(#N)/C(/C(=O)NCCC1=CC=NC=C1)=C\C=1SC=C(C1)C1=CC=CC2=CC=CC=C12